FC1(CN(CC[C@H]1NC1=NN2C(C(=N1)OC([2H])([2H])[2H])=C(C(=C2)F)C=2C=CC1=C(N(N=N1)CC(F)(F)F)C2)C(C)=O)F (R)-1-(3,3-difluoro-4-((6-fluoro-4-(methoxy-d3)-5-(1-(2,2,2-trifluoroethyl)-1H-benzo[d][1,2,3]triazol-6-yl)pyrrolo[2,1-f][1,2,4]triazin-2-yl)amino)piperidin-1-yl)ethan-1-one